(3R,5'S)-2-oxo-6-(trifluoromethyl)spiro[indoline-3,3'-pyrrolidine]-5'-carboxamide hydrochloride Cl.O=C1NC2=CC(=CC=C2[C@]12CN[C@@H](C2)C(=O)N)C(F)(F)F